5-(4-{[(6-{7-methoxyimidazo[1,2-a]pyridin-3-yl}pyrimidin-4-yl)amino]methyl}phenyl)-2-methylpyrimidin-4-amine COC1=CC=2N(C=C1)C(=CN2)C2=CC(=NC=N2)NCC2=CC=C(C=C2)C=2C(=NC(=NC2)C)N